CCCCCCCCCCCCCCCCOC[C@H](COP(=O)([O-])OCC[N+](C)(C)C)OC(=O)C=C 1-hexadecyl-2-(2E-propionyl)-sn-glycero-3-phosphocholine